di(naphthalene-1-yl)-N,N'-di(phenyl)-2,2'-dimethylbenzidine C1(=CC=CC2=CC=CC=C12)N(C1=CC(=C(C2=C(C=C(N(C3=CC=CC=C3)C3=CC=CC4=CC=CC=C34)C=C2)C)C=C1)C)C1=CC=CC=C1